1,3-dimethyl-5-(4-morpholinobenzoyl)-1,3,4,5-tetrahydro-2H-benzo[b]azepin-2-one CN1C2=C(C(CC(C1=O)C)C(C1=CC=C(C=C1)N1CCOCC1)=O)C=CC=C2